yttrium tris(butylcyclopentadiene) C(CCC)C1=CC=CC1.C(CCC)C1=CC=CC1.C(CCC)C1=CC=CC1.[Y]